CN(C(N[C@@H](C(=O)N[C@@H](CCCC1=CC=CC=C1)B1OC(C(O1)(C)C)(C)C)CC(=O)N1CCOCC1)=O)C (R)-2-(3,3-dimethylureido)-4-morpholino-4-oxo-N-((R)-4-phenyl-1-(4,4,5,5-tetramethyl-1,3,2-dioxaborolan-2-yl)butyl)butanamide